(S)-4-(((S)-2-fluoro-3-methoxypropyl)(4-(5,6,7,8-tetrahydro-1,8-naphthyridin-2-yl)butyl)amino)-2-(quinazolin-4-ylamino)butanoic acid F[C@@H](CN(CC[C@@H](C(=O)O)NC1=NC=NC2=CC=CC=C12)CCCCC1=NC=2NCCCC2C=C1)COC